(S)-N-(5-(2-(2-aminopyridin-3-yl)-5-chloro-7-methoxy-3H-imidazo[4,5-b]pyridin-3-yl)-2,3-dihydro-1H-inden-1-yl)acetamide NC1=NC=CC=C1C1=NC=2C(=NC(=CC2OC)Cl)N1C=1C=C2CC[C@@H](C2=CC1)NC(C)=O